N-((S)-2-hydroxypropyl)benzenesulfonamide O[C@H](CNS(=O)(=O)C1=CC=CC=C1)C